NC1(CN(C1)C1=CC=C2C(=C1)COC21CN(C1)C[C@H]1CN(C[C@H](O1)C)C1=C2C=CC(=NC2=C(C=C1)C#N)[2H])C 5-[(2S,6R)-2-[[6-(3-amino-3-methyl-azetidin-1-yl)spiro[1H-isobenzofuran-3,3'-azetidine]-1'-yl]methyl]-6-methyl-morpholin-4-yl]-2-deuterio-quinoline-8-carbonitrile